2-((2-fluoro-3-formyl-4-methoxyphenoxy)methyl)benzoic acid FC1=C(OCC2=C(C(=O)O)C=CC=C2)C=CC(=C1C=O)OC